Cl.O[C@@H]1C[C@H](N(C1)C(=O)[C@H]1NCCOC1)C(=O)NCC1=CC=C(C=C1)C1=C(N=CS1)C (2S,4R)-4-hydroxy-N-(4-(4-methylthiazol-5-yl)benzyl)-1-((S)-morpholine-3-carbonyl)pyrrolidine-2-carboxamide, hydrochloride